methyl 2-(2-bromophenyl)imidazo[1,2-a]pyridine-7-carboxylate BrC1=C(C=CC=C1)C=1N=C2N(C=CC(=C2)C(=O)OC)C1